tert-butyl (R)-(1-(4-amino-2-((methylsulfonyl)methyl)phenyl)piperidin-3-yl)carbamate NC1=CC(=C(C=C1)N1C[C@@H](CCC1)NC(OC(C)(C)C)=O)CS(=O)(=O)C